1-(2,5-difluorobenzyl)-1H-tetrazol FC1=C(CN2N=NN=C2)C=C(C=C1)F